2-hydroxy-1,8-naphthyridine OC1=NC2=NC=CC=C2C=C1